2-bromo-N-ethyl-4-iodo-6-nitro-aniline BrC1=C(NCC)C(=CC(=C1)I)[N+](=O)[O-]